8-methylene-N-(2,4,6-tri-fluorobenzyl)-5,6,7,8-tetrahydroquinoline-5-carboxamide C=C1CCC(C=2C=CC=NC12)C(=O)NCC1=C(C=C(C=C1F)F)F